6-(3-(2-fluorophenyl)-1H-pyrazole-5-carbonyl)-2-(1-phenylcyclopropyl)-5,6,7,8-tetrahydropyrido[4,3-d]pyrimidin-4(3H)-one FC1=C(C=CC=C1)C1=NNC(=C1)C(=O)N1CC2=C(N=C(NC2=O)C2(CC2)C2=CC=CC=C2)CC1